2,2-diethyl-6-[3-(2-hydroxy-4-pyridyl)-1,2,4-oxadiazol-5-yl]chroman-4-one C(C)C1(OC2=CC=C(C=C2C(C1)=O)C1=NC(=NO1)C1=CC(=NC=C1)O)CC